(R)-tert-butyl 7-(4-(2-(3-(2-hydroxyphenyl)-5-methyl-7,8-dihydro-5H-pyrido[3',4':4,5]pyrrolo[2,3-c]pyridazin-6(9H)-yl)pyrimidin-5-yl)piperidin-1-yl)-2-azaspiro[3.5]nonane-2-carboxylate OC1=C(C=CC=C1)C1=CC2=C(N=N1)NC1=C2[C@H](N(CC1)C1=NC=C(C=N1)C1CCN(CC1)C1CCC2(CN(C2)C(=O)OC(C)(C)C)CC1)C